fluorooctyl-tripropoxysilane FCCCCCCCC[Si](OCCC)(OCCC)OCCC